Cl.O=C1OC2=C(N1C1C(NC(CC1)=O)=O)C=CC(=C2)N2CCNCC2 3-(2-oxo-6-(piperazin-1-yl)benzo[d]oxazol-3(2H)-yl)piperidine-2,6-dione hydrochloride